Cl.NCC1(CC(C1)(O)C(F)(F)F)C1=CC=CC=C1 3-(aminomethyl)-3-phenyl-1-(trifluoromethyl)cyclobutan-1-ol hydrochloride